NC1=CC=CC(=N1)S(=O)(=O)NC(C1=C(N=C(C=C1)C1=CC(=CC(=C1)OCC(C)C)F)N1C(CCC(C1)C)C)=O N-((6-aminopyridin-2-yl)sulfonyl)-2-(2,5-dimethylpiperidin-1-yl)-6-(3-fluoro-5-isobutoxyphenyl)nicotinamide